C(#N)C1=CC=C(C=C1)NC=1C=C(C=CC1[C@H](C(F)(F)F)OC)[C@@H](CC(=O)O)CC (R)-3-(3-((4-cyanophenyl)amino)-4-((R)-2,2,2-trifluoro-1-methoxyethyl)phenyl)pentanoic acid